potassium chloroethylene cyanide ClC(CC#N)C#N.[K]